(Z)-3-(3-(3,5-bis(trifluoromethyl)phenyl)-1H-1,2,4-triazol-1-yl)-N'-pivaloylacrylohydrazide FC(C=1C=C(C=C(C1)C(F)(F)F)C1=NN(C=N1)\C=C/C(=O)NNC(C(C)(C)C)=O)(F)F